Tert-butyl(4-(isocyanovinyl)phenyl)carbamate C(C)(C)(C)OC(NC1=CC=C(C=C1)C=C[N+]#[C-])=O